N[C@](C(=O)OC(C)C)(CC(C)(C)C)C=1C=C2C=CC(=NC2=CC1)C#CC1=CC=CC=C1 isopropyl (R)-2-amino-4,4-dimethyl-2-(2-(phenylethynyl)quinolin-6-yl)pentanoate